C(#N)CC1=C(C=C(C=C1)NC=1N=CC2=C(N1)CN(CC2)C2=C(C1=C(OCCN1C(=O)OC(C)(C)C)N=C2)C)C tert-butyl 7-(2-{[4-(cyanomethyl)-3-methylphenyl] amino}-5H,6H,7H,8H-pyrido[3,4-d]pyrimidin-7-yl)-8-methyl-1H,2H,3H-pyrido[2,3-b][1,4]oxazine-1-carboxylate